ClC1=CC=2C(=NN(N2)C2=C(C=CC(=C2)C(C)(C)CC(C)(C)C)C2=C(C(=CC=C2)C(C)(C)C2=CC=CC=C2)O)C=C1 5-chloro-2-(2-hydroxy-3-alpha-cumylphenyl-5-tert-octylphenyl)-2H-benzotriazole